propyl-3-methylpyridine trifluoromethanesulfonate FC(S(=O)(=O)O)(F)F.C(CC)C1=NC=CC=C1C